ClC1=NC(=NC(=N1)N[C@@H](CO)CC(C)C)NS(=O)(=O)C (R)-N-(4-chloro-6-((1-hydroxy-4-methylpent-2-yl)amino)-1,3,5-triazin-2-yl)methanesulfonamide